CC=1C=C(C(=O)N2C(C3=CC=CC=C3C2=O)=O)C=C(C1)C 2-(3,5-dimethylbenzoyl)isoindoline-1,3-dione